Copper Nitrogen [N].[Cu]